phenyl acetate (phenyl acetate) C1(=CC=CC=C1)CC(=O)O.C(C)(=O)OC1=CC=CC=C1